TRIFLUOROTHYMIDINE [C@@H]1(C[C@H](O)[C@@H](CO)O1)N1C(=O)NC(=O)C(C(F)(F)F)=C1